7-azido-4-methyl-coumarin N(=[N+]=[N-])C1=CC=C2C(=CC(OC2=C1)=O)C